C[C@H](/C=C/[C@H](C)C(C)C)[C@H]1CCC2=C3C=CC4=CC(=O)CC[C@@]4([C@]3([C@@H](C[C@]12C)O)O)C The molecule is an ergostanoid that is ergosta-4,6,8(14),22-tetraene substituted by hydroxy groups at positions 9 and 11 and an oxo group at position 3. Isolated from a myxobacterial strain Sorangiineae, it exhibits activity against colon adinocarcinoma cells. It has a role as a metabolite and an antineoplastic agent. It is a 9-hydroxy steroid, an 11alpha-hydroxy steroid, an ergostanoid and a 3-oxo-Delta(4) steroid.